(2S,3S)-2-[4-(tert-Butoxycarbonyl)-2-oxopiperazin-1-yl]-3-methylpentanoic acid C(C)(C)(C)OC(=O)N1CC(N(CC1)[C@H](C(=O)O)[C@H](CC)C)=O